5-bromo-N-(2-methoxyethyl)nicotinamide BrC=1C=NC=C(C(=O)NCCOC)C1